4,4'-diisocyanatostilbene-2,2'-disulfonic acid disodium salt [Na+].[Na+].N(=C=O)C=1C=C(C(=CC1)C=CC=1C(=CC(=CC1)N=C=O)S(=O)(=O)[O-])S(=O)(=O)[O-]